triacontyl pelargonate C(CCCCCCCC)(=O)OCCCCCCCCCCCCCCCCCCCCCCCCCCCCCC